4-Hydroxy-1,5-dimethyl-2-oxo-N-[6-(trifluoromethyl)-3-pyridyl]-6,7-dihydro-5H-cyclopenta[b]pyridine-3-carboxamide OC=1C2=C(N(C(C1C(=O)NC=1C=NC(=CC1)C(F)(F)F)=O)C)CCC2C